N-(bis(4-(tributylsilyl)phenyl)phosphaneyl)-N-cyclohexyl-1-(2-fluorophenyl)-1-(4-(tributylsilyl)phenyl)phosphanamine C(CCC)[Si](C1=CC=C(C=C1)P(N(P(C1=CC=C(C=C1)[Si](CCCC)(CCCC)CCCC)C1=C(C=CC=C1)F)C1CCCCC1)C1=CC=C(C=C1)[Si](CCCC)(CCCC)CCCC)(CCCC)CCCC